C(C)(C)(C)OC(=O)N1C(C(CC1)OC1CC1)=O 3-(cyclopropyloxy)-2-oxo-pyrrolidine-1-carboxylic acid tert-butyl ester